FC=1C(=CC(=NC1)NC1=NC=CC(=C1)CSC)C=1C=CC=2N(C1)C(=NN2)C(C)C 5-fluoro-4-(3-isopropyl-[1,2,4]triazolo[4,3-a]pyridin-6-yl)-N-(4-((methylthio)methyl)pyridin-2-yl)pyridin-2-amine